N-(3-acetamidophenethyl)-2-ethynylthiazole-4-carboxamide C(C)(=O)NC=1C=C(CCNC(=O)C=2N=C(SC2)C#C)C=CC1